3-((1S,3R)-3-((5-cyano-4-(1-(2-hydroxyethyl)-1H-pyrazol-4-yl)pyrimidin-2-yl)amino)cyclohexyl)-3H-imidazo[4,5-b]pyridine-6-carbonitrile C(#N)C=1C(=NC(=NC1)N[C@H]1C[C@H](CCC1)N1C=NC=2C1=NC=C(C2)C#N)C=2C=NN(C2)CCO